BrC1=C2C=CC=C(C2=CC=C1)N(C)C 5-bromo-N,N-dimethylnaphthalen-1-amine